5-ethyl-1-(3-fluoropyridin-2-yl)-1H-pyrazole-4-carbonyl chloride C(C)C1=C(C=NN1C1=NC=CC=C1F)C(=O)Cl